Ethyl 5-amino-5-iminovalerate NC(CCCC(=O)OCC)=N